2-(1-((3-(6-formyl-5-methyl-4-oxo-7-propyl-3,4-dihydro pyrrolo[2,1-f][1,2,4]triazin-2-yl)-4-propoxyphenyl) sulfonyl) piperidin-4-yl)ethylnitrate C(=O)C=1C(=C2C(NC(=NN2C1CCC)C=1C=C(C=CC1OCCC)S(=O)(=O)N1CCC(CC1)CCO[N+](=O)[O-])=O)C